2-methyl-N-[1-(4H-1,2,4-triazol-3-yl)cyclopropyl]-8-[4-(trifluoromethyl)phenyl]-2H,8H-pyrazolo[3,4-b]indole CN1N(C=2N(C3=CC=CC=C3C2C1)C1=CC=C(C=C1)C(F)(F)F)C1(CC1)C1=NN=CN1